ClC1=NC(=CC=C1C(=O)NC1=NN=NN1C)C(F)(F)F 2-chloro-N-(1-methyl-1H-tetrazol-5-yl)-6-(trifluoromethyl)-3-pyridinecarboxamide